C1(CCC1)N(C(=O)OCC1=C(C=NN1C)C1=CC=C(O[C@@H]2C[C@H](CCC2)C(=O)O)C=C1)C (1S,3S)-3-(4-(5-(((cyclobutyl-(methyl)carbamoyl)oxy)methyl)-1-methyl-1H-pyrazol-4-yl)phenoxy)cyclohexane-1-carboxylic acid